tert-butyl ((3S)-2-hydroxy-1-((1-methylcyclopropyl)amino)-1-oxo-6-(3-((2,2,4,6,7-pentamethyl-2,3-dihydrobenzofuran-5-yl)sulfonyl)guanidino)hexan-3-yl)carbamate OC(C(=O)NC1(CC1)C)[C@H](CCCNC(=N)NS(=O)(=O)C=1C(=C(C2=C(CC(O2)(C)C)C1C)C)C)NC(OC(C)(C)C)=O